CN([C@H]1CN(CC1)CC=1C=C(C=C(C1)C(F)(F)F)NC(=O)C1=CC=C2CCN(C2=C1)CC=1C=C2C(=NC1)NN=C2C)C (R)-N-(3-((3-(Dimethylamino)pyrrolidin-1-yl)methyl)-5-(trifluoromethyl)phenyl)-1-((3-methyl-1H-pyrazolo[3,4-b]pyridin-5-yl)methyl)indolin-6-carboxamid